FC=1C=C(C=CC1C1CCOCC1)C[C@@H](C(=O)OCC1=CC=CC=C1)O benzyl (2S)-3-[3-fluoro-4-(oxan-4-yl)phenyl]-2-hydroxypropanoate